C(CCC)[N+](CCCC)(CCCC)CCCC.S(=O)(=O)([O-])[O-].COC1=CC(=CC=C1O)\C=C\C(=O)CC(=O)\C=C\C1=CC=C(O)C(OC)=C1.C(CCC)[N+](CCCC)(CCCC)CCCC Curcumin sulfate tetrabutylammonium salt